C1(CCCCCCCCC1)NCC(=O)O N-cyclodecylglycine